N[C@H](CC=1C=C2C(=NC(=NN2C1Cl)Cl)NCC1=C(C=CC=C1)F)CC1CC1 (S)-6-(2-amino-3-cyclopropylpropyl)-2,7-dichloro-N-(2-fluorobenzyl)pyrrolo[2,1-f][1,2,4]triazin-4-amine